C(C)(C)(C)C12NCC(C1)(C2)CNC tert-butyl-4-((methylamino)methyl)-2-azabicyclo[2.1.1]hexane